C(C)N1C(C=2N=C(N=CC2C1=O)NC1=NC=C(C(=C1)N[C@H](CO)C1=CC=CC=C1)C1=NC2(CO1)CCOCC2)(C)C (S)-6-ethyl-2-((4-((2-hydroxy-1-phenylethyl)amino)-5-(3,8-dioxa-1-azaspiro[4.5]dec-1-en-2-yl)pyridin-2-yl)amino)-7,7-dimethyl-6,7-dihydro-5H-pyrrolo[3,4-d]pyrimidin-5-one